FC1=C2C=CC(=CC2=CC=C1F)O 5,6-difluoronaphth-2-ol